1-{4-methoxy-2-[6-(methoxymethoxy)-2,7-dimethylindazol-5-yl]pyrido[2,3-d]pyrimidin-6-yl}-N,N-dimethylpiperidin-4-amine COC=1C2=C(N=C(N1)C1=CC3=CN(N=C3C(=C1OCOC)C)C)N=CC(=C2)N2CCC(CC2)N(C)C